FC(CNC1=NN2C(C=N1)=C(C=C2)C2=NC1=CC=CN=C1C=C2)(C)F N-(2,2-difluoropropyl)-5-(1,5-naphthyridin-2-yl)pyrrolo[2,1-f][1,2,4]triazin-2-amine